CC1=NN=C2N1C(C1=C(N2CCCCC)C=C(N1)C=1C=NN(C1)CC=1C=C2C(=NC1)C=CS2)=O 3-Methyl-9-pentyl-7-(1-(thieno[3,2-b]pyridin-6-ylmethyl)-1H-pyrazol-4-yl)-6,9-dihydro-5H-pyrrolo[3,2-d][1,2,4]triazolo[4,3-a]pyrimidin-5-one